8-Phenyl-3-(2-(trifluoromethoxy)ethyl)imidazo[5,1-d][1,2,3,5]tetrazin-4(3H)-one C1(=CC=CC=C1)C=1N=CN2C1N=NN(C2=O)CCOC(F)(F)F